NC1=C2CCCC2=CC=C1C=1C=CC(N(C1)C(CO[Si](C)(C)C(C)(C)C)C=C)=O 5-(4-amino-2,3-dihydro-1H-inden-5-yl)-1-(1-((tert-butyldimethylsilyl)oxy)but-3-en-2-yl)pyridin-2(1H)-one